C1=C(C=CC2=CC(=CC=C12)C(=O)OC)C(=O)OC Dimethyl 2,6-Naphthalenedicarboxylate